pentanediamine undecanedioic acid salt C(CCCCCCCCCC(=O)O)(=O)O.C(CCCC)(N)N